CC1=C(C[N+](C)(C)C)C=CC=C1 (2-methylbenzyl)trimethylammonium